7-bromothieno[3,2-b]pyridine-2-carboxylic acid BrC1=C2C(=NC=C1)C=C(S2)C(=O)O